ClC1=C(C=NC(=C1)OC)C(CCC=C)NC1=CC=C(C=C1)OC N-(1-(4-chloro-6-methoxypyridin-3-yl)pent-4-en-1-yl)-4-methoxyaniline